cyanamide compound with phenol C1(=CC=CC=C1)O.N#CN